bis[4-[4-(4-aminophenoxy)phenoxy]phenyl]ether NC1=CC=C(OC2=CC=C(OC3=CC=C(C=C3)OC3=CC=C(C=C3)OC3=CC=C(C=C3)OC3=CC=C(C=C3)N)C=C2)C=C1